3,7,12-Trihydroxycholestan-26-oyl-CoA OC1CC2CC([C@H]3[C@@H]4CC[C@H]([C@@H](CCCC(C(=O)SCCNC(CCNC([C@@H](C(COP(OP(OC[C@@H]5[C@H]([C@H]([C@@H](O5)N5C=NC=6C(N)=NC=NC56)O)OP(=O)(O)O)(=O)O)(=O)O)(C)C)O)=O)=O)C)C)[C@]4(C(C[C@@H]3[C@]2(CC1)C)O)C)O